COC=1C=CC2=C(C3=C4C(CCN([C@@H]4C2)C)=CC=C3)C1OC (R)-10,11-dimethoxy-6-methyl-5,6,6a,7-tetrahydro-4H-dibenzo[de,g]quinoline